C1(=CC=CC=C1)C=1OC(=C2C=CC=CC12)C1=CC=CC=C1 1,3-diphenyl-isobenzofuran